NC=1C=C(C=CC1N)C=1C(CC=NN1)C 6-(3,4-diaminophenyl)-5-methyl-4,5-dihydropyridazin